BrC=1C=C2C(=C(C=NC2=CC1C)[N+](=O)[O-])O 6-Bromo-7-methyl-3-nitroquinolin-4-ol